4-((6-((1H-pyrazol-3-yl)amino)-3-fluoropyridin-2-yl)methyl)-1-(3-chloro-2-fluorobenzyl)-2-(methoxymethyl)piperidine-4-carboxylic acid N1N=C(C=C1)NC1=CC=C(C(=N1)CC1(CC(N(CC1)CC1=C(C(=CC=C1)Cl)F)COC)C(=O)O)F